CC(C=O)C=1C(=NC=CC1)C#N (1-methyl-2-oxo-ethyl)pyridine-2-carbonitrile